COC1=CC=CC=2C3=C(C=NC12)NC(N3[C@@H]3C[C@@H](CC3)C=O)=O (1r,3s)-3-(6-methoxy-2-oxo-2,3-dihydro-1H-imidazo[4,5-c]quinolin-1-yl)cyclopentane-1-carbaldehyde